P1(OCC(CCCC)CC)OC2=C(C=C(C=C2C(C)(C)C)C(C)(C)C)C2=C(C(=CC(=C2)C(C)(C)C)C(C)(C)C)O1 2-ethylhexyl 3,3',5,5'-tetra-tert-butyl-1,1'-biphenyl-2,2'-diyl phosphite